FC(C1CC(C1)(O)C=1SC2=NC(=CC=C2N1)C1=CC=2C(N=C1)=NN(C2)C)F 3-(difluoromethyl)-1-(5-(2-methyl-2H-pyrazolo[3,4-b]pyridin-5-yl)thiazolo[5,4-b]pyridin-2-yl)cyclobutanol